(8S,11S,15R)-22-fluoro-15-methoxy-13,18-dimethyl-7-oxa-5,10,13,17,19,26-hexazapentacyclo[15.6.1.12,6.18,11.020,24]hexacosa-1(23),2(26),3,5,18,20(24),21-heptaen-12-one FC1=CC=2N=C(N3C[C@H](CN(C([C@H]4NC[C@@H](OC5=NC=CC(C(=C1)C23)=N5)C4)=O)C)OC)C